ClCCCC(C)O[Si](OCC)(OCC)CC chloropropylethyl-triethoxysilane